[6-[[2-fluoro-4-(trifluoromethyl)phenyl]methyl]-2-azaspiro[3.3]heptan-2-yl]-[3-(1H-1,2,4-triazol-5-yl)azetidin-1-yl]methanone FC1=C(C=CC(=C1)C(F)(F)F)CC1CC2(CN(C2)C(=O)N2CC(C2)C2=NC=NN2)C1